FC=1C=C(C=C(C1N1CCN(CC1)C1COC1)F)N1C(O[C@H](C1)CO)=O (R)-3-(3,5-difluoro-4-(4-(oxetan-3-yl)piperazin-1-yl)phenyl)-5-(hydroxymethyl)oxazolidin-2-one